N-[(dimethylamino)-1H-1,2,3-triazolo-[4,5-b]pyridine-1-yl-methylene]-N-methylmethanaminium hexafluorophosphate F[P-](F)(F)(F)(F)F.CN(C)C(=[N+](C)C)N1N=NC2=NC=CC=C21